[Cl-].C[NH+](CC(OC)OC)C dimethyl-dimethoxyethyl-ammonium chloride